2,6-di-t-butyl-4-methylphenyl-2,4-di-t-butylphenyl-pentaerythritol diphosphite OP(O)OP(O)O.C(C)(C)(C)C1=C(C(=CC(=C1)C)C(C)(C)C)C(O)(C(CO)(CO)CO)C1=C(C=C(C=C1)C(C)(C)C)C(C)(C)C